FCCOC1=CC=C(C=N1)C1=NN(C(=C1)CNC1=CN=CS1)C1OCCCC1 N-((3-(6-(2-fluoroethoxy)pyridin-3-yl)-1-(tetrahydro-2H-pyran-2-yl)-1H-pyrazol-5-yl)methyl)thiazol-5-amine